2-bromo-5-nitrophenyl ether BrC1=C(C=C(C=C1)[N+](=O)[O-])OC1=C(C=CC(=C1)[N+](=O)[O-])Br